4-(1-isopropyl-4-(trifluoromethyl)-1H-imidazol-2-yl)bicyclo[2.2.2]octane-1-carbaldehyde C(C)(C)N1C(=NC(=C1)C(F)(F)F)C12CCC(CC1)(CC2)C=O